C[C@H]1C[C@@H](CNC1)NC(OC(C)(C)C)=O tert-butyl N-[(3S,5S)-5-methyl-3-piperidyl]carbamate